tert-Butyl 4-(5-amino-3-bromo-4-cyano-1H-pyrazol-1-yl)piperidine-1-carboxylate NC1=C(C(=NN1C1CCN(CC1)C(=O)OC(C)(C)C)Br)C#N